C(C)N1C=NC=C1CS1C=CC=C1 1-((1-ethyl-1H-imidazol-5-yl)methyl)-1H-thiophene